(6R)-17-amino-6-hydroxy-12-(spiro[2.2]pentan-2-ylmethyl)-6,15-bis(trifluoromethyl)-19-oxa-3,4,12,18-tetrazatricyclo[12.3.1.12,5]nonadeca-1(18),2,4,14,16-pentaen-13-one NC1=CC(=C2C(N(CCCCC[C@@](C3=NN=C(C1=N2)O3)(C(F)(F)F)O)CC3CC32CC2)=O)C(F)(F)F